4-chloro-2-fluoro-6-(5-oxo-4,5-dihydro-1,3,4-oxadiazol-2-yl)benzaldehyde ClC1=CC(=C(C=O)C(=C1)C=1OC(NN1)=O)F